3-methyl-5-(8-methyl-5,6,7,8-tetrahydroimidazo[1,5-a]pyrazin-3-yl)1,2,4-thiadiazole CC1=NSC(=N1)C1=NC=C2N1CCNC2C